FC(S(=O)(=O)[NH-])(F)F.[K+].[K+].FC(S(=O)(=O)[NH-])(F)F dipotassium trifluoromethanesulfonamide salt